6-((4-(4-Acetylpiperazin-1-yl)phenyl)amino)-7-chlorochinolin-5,8-dion C(C)(=O)N1CCN(CC1)C1=CC=C(C=C1)NC=1C(C=2C=CC=NC2C(C1Cl)=O)=O